C[Si](OCCN(C)C)(OCCN(C)C)OCCN(C)C methyltri[2-(dimethylamino)ethoxy]silane